CC1=CC=CC(=N1)[C@@]1(COCC1)C(=O)N1CC2=NN(C=C2C1)S(=O)(=O)C1=CC2=C(N=CS2)C=C1 6-({5-[(3S)-3-(6-methylpyridin-2-yl)oxolane-3-carbonyl]-2H,4H,5H,6H-pyrrolo[3,4-c]pyrazol-2-yl}sulfonyl)-1,3-benzothiazole